N1,N12-Bis(2,6-dioxopiperidin-3-yl)dodecanediamide O=C1NC(CCC1NC(CCCCCCCCCCC(=O)NC1C(NC(CC1)=O)=O)=O)=O